CC(C(=O)ON1CCN(CC1)C1=CC(=NC2=C(C=CC=C12)C=1C=C(C=2N(C1)C=C(N2)C)F)OC)(C)C 4-(8-[8-fluoro-2-methylimidazo[1,2-a]pyridin-6-yl]-2-methoxyquinolin-4-yl)piperazin-1-yl 2,2-dimethylpropanoate